C1(CC1)/C=C/C(=O)OC Methyl (E)-3-cyclopropylacrylate